N-(1-naphthalenesulfonyloxy)bicyclo[2.2.1]hept-5-ene-2,3-dicarboximide C1(=CC=CC2=CC=CC=C12)S(=O)(=O)ON1C(=O)C2C3C=CC(C2C1=O)C3